C(C=C)(=O)OCCC1=C(C=CC=C1)C1=CC=CC=C1 acryloyloxyethyl-o-biphenyl